C(C)(C)(C)OC(NC1=CN(C=C1)C1=CC(=C(C=C1)C(NC1=CC=C(C=C1)F)=O)[N+](=O)[O-])=O (S)-(1-(4-((4-fluorophenyl)carbamoyl)-3-nitrophenyl)pyrrol-3-yl)carbamic acid tert-butyl ester